8-hydroxyquinoline OC=1C=CC=C2C=CC=NC12